COC1=CC=C(CN2C(=NC=3C2=NC=CC3)N[C@@H]3C[C@H](CC3)NC3=CC=C(C=N3)N3C(NC2=C3C=CC=C2)=O)C=C1 1-(6-(((1S,3S)-3-((3-(4-Methoxybenzyl)-3H-imidazo[4,5-b]pyridin-2-yl)amino)cyclopentyl)amino)pyridin-3-yl)-1,3-dihydro-2H-benzo[d]imidazol-2-one